tetramethyl-dioleyl-spermine CN(CCCN(CCCCN(CCCN(C)C)CCCCCCCC\C=C/CCCCCCCC)CCCCCCCC\C=C/CCCCCCCC)C